ClC=1C=C(C=CC1F)N(C(=O)C1=NS(CC1)(=O)=O)C (S)-N-(3-chloro-4-fluorophenyl)-N-methylisothiazoline-3-carboxamide 1,1-dioxide